C1(CC1)C=1C=C(C(=O)NC)C=CC1NCC#CC=1N=C2N(C=CC=C2N[C@H]2[C@H](CN(CC2)C)F)C1CC(F)(F)F 3-cyclopropyl-4-{[3-(8-([(3S,4R)-3-fluoro-1-methylpiperidin-4-yl]amino)-3-(2,2,2-trifluoroethyl)imidazo[1,2-a]pyridin-2-yl)prop-2-yn-1-yl]amino}-N-methylbenzamide